C(C)C1=NN2C(C=C(C=C2)C2=C(C=CC(=N2)C#N)C=2C=NN(C2)CC2(CCCC2)F)=N1 6-(2-ethyl-[1,2,4]triazolo[1,5-a]pyridin-7-yl)-5-(1-((1-fluorocyclopentyl)methyl)-1H-pyrazol-4-yl)picolinonitrile